CN1CCNCCC1 4-methyl-1,4-diazacycloheptane